6-((1R,2R)-2-(6-chloro-3-fluoroimidazo[1,2-b]pyridazin-8-yl)cyclopropyl)-1-(2,2,2-trifluoroethyl)-1H-pyrazolo[4,3-c]pyridine ClC=1C=C(C=2N(N1)C(=CN2)F)[C@H]2[C@@H](C2)C2=CC1=C(C=N2)C=NN1CC(F)(F)F